1-[(2,4-difluorophenyl)methyl]-3-[(4-methoxyphenyl)methyl]-1-(piperidin-4-yl)urea FC1=C(C=CC(=C1)F)CN(C(=O)NCC1=CC=C(C=C1)OC)C1CCNCC1